1-decyl-3-methylimidazole hexafluoro-phosphate F[P-](F)(F)(F)(F)F.C(CCCCCCCCC)N1CN(C=C1)C